2-((1H-benzo[d][1,2,3]triazol-5-yl)methyl)-3-((4-chloro-1-methyl-1H-pyrazol-5-yl)methyl)-5-(1-methylazetidin-3-yl)isoindolin-1-one N1N=NC2=C1C=CC(=C2)CN2C(C1=CC=C(C=C1C2CC2=C(C=NN2C)Cl)C2CN(C2)C)=O